O1C(=NC2=C1C=CC=C2)CNC2=NS(C1=C(N2)C(=C(C=C1)F)[C@H](C)C1=C(C=CC=C1)F)(=O)=O (R)-3-((benzo[d]oxazol-2-ylmethyl)amino)-6-fluoro-5-(1-(2-fluorophenyl)ethyl)-4H-benzo[e][1,2,4]thiadiazine 1,1-dioxide